4-[4-[[(3RS)-2,6-dioxo-3-piperidyl]amino]phenyl]piperidine-1-carboxylic acid tert-butyl ester C(C)(C)(C)OC(=O)N1CCC(CC1)C1=CC=C(C=C1)N[C@H]1C(NC(CC1)=O)=O |r|